C(#N)C=1C=NC(=C(C(=O)NC=2C=C(C=CC2)[S@](=O)(C)=NC(CN(C(OC(C)(C)C)=O)C)=O)C1C)N1CCC(CCC1)(F)F tert-butyl (R)-(2-(((3-(5-cyano-2-(4,4-difluoroazepan-1-yl)-4-methylnicotinamido)phenyl)(methyl)(oxo)-λ6-sulfaneylidene)amino)-2-oxoethyl)(methyl)carbamate